(R)-2-ethynylpyrrolidine-1-carboxylic acid tert-butyl ester C(C)(C)(C)OC(=O)N1[C@H](CCC1)C#C